[W].[Cu].[Y] yttrium copper tungsten